6'-amino-3-fluoro-5-(trifluoromethyl)-[2,3'-bipyridine]-4-carbonitrile NC1=CC=C(C=N1)C1=NC=C(C(=C1F)C#N)C(F)(F)F